3-chloro-2-(1,6-naphthyridin-4-yl)-5H,6H,7H-pyrazolo[1,5-a]pyrazin-4-one ClC=1C(=NN2C1C(NCC2)=O)C2=CC=NC1=CC=NC=C21